C1=NC(=CC2=CC=CC=C12)C=1N=C(C2=C(N1)CCC2)N(CC(=O)NC=2C=NC=C(C2)C)C 2-{[2-(isoquinolin-3-yl)-5H,6H,7H-cyclopenta[d]pyrimidin-4-yl](methyl)amino}-N-(5-methylpyridin-3-yl)acetamide